(2-amino-6-chloropyrimidin-4-yl)benzonitrile NC1=NC(=CC(=N1)C1=C(C#N)C=CC=C1)Cl